ON1C(C=CC(=C1)[N+](=O)[O-])=O 1-hydroxy-5-nitro-2(1H)-pyridone